BrC=1N=C(C(=NC1)N\C(\C(=O)OC(C)(C)C)=C/C=1OC=CC1)CC1=C(C=CC=C1)F tert-butyl (Z)-2-((5-bromo-3-(2-fluorobenzyl)pyrazin-2-yl)amino)-3-(furan-2-yl)acrylate